C(C1=CC=CC=C1)N(C(NC[C@@H](C(=O)OCC)NC(=O)C=1C(=C2CCN(C(C2=CC1Cl)=O)CC1=CC(=CC=C1)Cl)Cl)=O)C (S)-ethyl 3-(3-benzyl-3-methylureido)-2-(5,7-dichloro-2-(3-chlorobenzyl)-1-oxo-1,2,3,4-tetrahydroisoquinoline-6-carboxamido)propanoate